1,3-cyclohexanedimethanol (1R,3S)-3-(3-{[(5-methoxy-1,3-thiazol-2-yl)acetyl]amino}-1H-pyrazol-5-yl)cyclopentyl(3,3,3-trifluoropropyl)carbamate COC1=CN=C(S1)CC(=O)NC1=NNC(=C1)C1(CCCC1)N(C(=O)OCC1CC(CCC1)CO)CCC(F)(F)F